N-(furan-2-ylmethyl)-3-hydroxy-2-(pyridin-2-yl)-2,4,5,7-tetrahydro-6H-pyrazolo[3,4-c]pyridin-6-carboxamide O1C(=CC=C1)CNC(=O)N1CC=2C(CC1)=C(N(N2)C2=NC=CC=C2)O